4-(cyclobutylsulfonyl)-1-(3,3,3-trifluoropropyl)piperazin C1(CCC1)S(=O)(=O)N1CCN(CC1)CCC(F)(F)F